ClC=1C=CC=C2C=C(NC12)C(=O)N1[C@@H](CC(C1)(C)C)C(=O)N[C@H](C(=O)OC)C[C@H]1C(NCC1)=O (S)-methyl 2-((S)-1-(7-chloro-1H-indole-2-carbonyl)-4,4-dimethylpyrrolidine-2-carboxamido)-3-((S)-2-oxopyrrolidin-3-yl)propanoate